Cl.CC=1C=C(C=CC1N1C(N(C2=NC=CC=C21)[C@H]2CNCC2)=O)C2=CC=C(C=C2)C(=O)OC Methyl (R)-3'-methyl-4'-(2-oxo-3-(pyrrolidin-3-yl)-2,3-dihydro-1H-imidazo[4,5-b]pyridin-1-yl)-[1,1'-biphenyl]-4-carboxylate Hydrochloride